ClC1=C(CN2CC3(CC3)CN(C2=O)C2CCN(CC2)C)C=CC(=C1)OCC(C)C 5-(2-chloro-4-isobutoxybenzyl)-7-(1-methylpiperidin-4-yl)-5,7-diazaspiro[2.5]octan-6-one